Cl.ClC1=C(C(=CC=C1Cl)F)C1(CNCC1)NC=1C=C2C(N(C=NC2=C(C1)F)CC(=O)O)=O 2-(6-((3-(2,3-dichloro-6-fluorophenyl)pyrrolidin-3-yl)amino)-8-fluoro-4-oxoquinazolin-3(4H)-yl)acetic acid hydrochloride